O[C@@H]1[C@H](OC([C@@H]([C@H]1O)O)O)C(=O)OCC1=CC=C(C=C1)OC 4-methoxybenzyl (2S,3S,4S,5R)-3,4,5,6-tetrahydroxytetrahydro-2H-pyran-2-carboxylate